CN1CC(C1)C(=O)NCCCNC1=NC(=NC=C1C(F)(F)F)NC1=C(N=C(O1)C1CCN(CC1)C)C 1-methyl-N-(3-((2-((4-methyl-2-(1-methylpiperidin-4-yl)oxazol-5-yl)amino)-5-(trifluoromethyl)pyrimidin-4-yl)amino)propyl)azetidine-3-carboxamide